C(C)(C)(C)OC(=O)N1[C@H]2CC(C[C@@H]1CC2)N(C)C=2C=NC(=CC2C)S(N(C=2N=CSC2)CC2=CC=C(C=C2)OC)(=O)=O (1R,3r,5S)-3-((6-(N-(4-methoxybenzyl)-N-(thiazol-4-yl)sulfamoyl)-4-methylpyridin-3-yl)(methyl)amino)-8-azabicyclo[3.2.1]octane-8-carboxylic acid tert-butyl ester